FC(C=C(C(F)(F)F)F)(F)F 1,1,1,3,4,4,4-Heptafluoro-2-buten